FC1=C(C=CC(=C1)F)C1=CC=C(C=C1)C(=O)NCC(=O)OCC1=CC=CC=C1 benzyl (2',4'-difluoro-[1,1'-biphenyl]-4-carbonyl)glycinate